dibenzyl-trans-4-cyclohexene-1,2-dicarboxylic acid C(C1=CC=CC=C1)C1=C(C[C@H]([C@@H](C1)C(=O)O)C(=O)O)CC1=CC=CC=C1